[Si](C)(C)(C(C)(C)C)OC1=CC=C(C=C1)C[C@](CO)(C)NC(OC(C)(C)C)=O tert-butyl (S)-(1-(4-((tert-butyldimethylsilyl)oxy)phenyl)-3-hydroxy-2-methylpropan-2-yl)carbamate